1,2,4,5-tetrakis(4'-carboxyphenyl)benzene C(=O)(O)C1=CC=C(C=C1)C1=C(C=C(C(=C1)C1=CC=C(C=C1)C(=O)O)C1=CC=C(C=C1)C(=O)O)C1=CC=C(C=C1)C(=O)O